C(C)SC1=CC=C(C(=N1)NS(=O)(=O)CC)[N+](=O)[O-] N-(6-(ethylthio)-3-nitropyridin-2-yl)ethanesulfonamide